COC=1C=C(C=CC1OC)C1=NC(=C2N=CN(C2=N1)C1OCCCC1)NCC1=CC=C(C=C1)C=1N(C=C(N1)C(F)(F)F)C 2-(3,4-dimethoxyphenyl)-N-(4-(1-methyl-4-(trifluoromethyl)-1H-imidazol-2-yl)benzyl)-9-(tetrahydro-2H-pyran-2-yl)-9H-purin-6-amine